CC=1C(=C(C=CC1C)I)Cl methyl-2-chloro-1-iodo-4-methylbenzene